2'-chloro-5'-methoxy-6-methyl-N-(6-(1-(2,2,2-trifluoroethyl)azetidin-3-yl)thiazolo[4,5-b]pyrazin-2-yl)-[4,4'-bipyridine]-3-carboxamide ClC1=NC=C(C(=C1)C1=C(C=NC(=C1)C)C(=O)NC=1SC=2C(=NC=C(N2)C2CN(C2)CC(F)(F)F)N1)OC